O[C@]1([C@@H](CCC1)NC1=NC(=NC=C1C=O)SC)C 4-{[(1R,2R)-2-hydroxy-2-methylcyclopentyl]amino}-2-(methylsulfanyl)pyrimidine-5-carbaldehyde